CC=1N(C=C(N1)[N+](=O)[O-])C=1N=CNC1 methyl-4-nitro-1'H-1,4'-biimidazole